5-(trifluoromethyl)-1H-1,2,4-triazole FC(C1=NC=NN1)(F)F